{7-[6-(1-hydroxybutyl)-4-methylpyridin-3-yl]-2,6-naphthyridin-3-yl}-3-methyloxetane-3-carboxamide OC(CCC)C1=CC(=C(C=N1)C1=NC=C2C=C(N=CC2=C1)C1OCC1(C(=O)N)C)C